C1(CC(C=C2OC3=CC=CC=C3C=C12)=O)=O xanthene-1,3-dione